3-(2,2,2-trifluoroethyl)-3H-[1,2,3]triazolo[4,5-c]pyridine-6-carbaldehyde FC(CN1N=NC2=C1C=NC(=C2)C=O)(F)F